ClC1=C(C(=CC=C1Cl)O)[C@H]1CC(N(C1)CC1(CC1)CO)=S |r| rac-4-(2,3-dichloro-6-hydroxyphenyl)-1-((1-(hydroxymethyl)cyclopropyl)methyl)pyrrolidine-2-thione